benzene-1,3,5-triformaldehyde C1(=CC(=CC(=C1)C=O)C=O)C=O